C(N)(=O)C1(CCC1)NC(=O)C1=C(OC2=C1C=C(C=C2)O)C N-(1-carbamoyl-cyclobutyl)-5-hydroxy-2-methylbenzofuran-3-carboxamide